tert-butyl ((1H-1,2,3-triazol-4-yl)methyl)carbamate N1N=NC(=C1)CNC(OC(C)(C)C)=O